ClC1=C(C=CC=C1)/C(=C(\CNC(=O)[C@H]1N([C@@H]2C[C@@H]2C1)C(=O)OC(C)(C)C)/F)/C tert-Butyl (1R,3S,5R)-3-(((E)-3-(2-chlorophenyl)-2-fluorobut-2-en-1-yl)carbamoyl)-2-azabicyclo[3.1.0]hexane-2-carboxylate